C(C)(=O)C1=CN=C(N1)C=O 5-ACETYL-1H-IMIDAZOLE-2-CARBALDEHYDE